tert-butyl ((3R)-1-(2-(4-(2-(2,6-dioxopiperidin-3-yl)-1,3-dioxoisoindolin-4-yl)piperazin-1-yl)acetyl)piperidin-3-yl)carbamate O=C1NC(CCC1N1C(C2=CC=CC(=C2C1=O)N1CCN(CC1)CC(=O)N1C[C@@H](CCC1)NC(OC(C)(C)C)=O)=O)=O